4-tert-butyl-5-hydroxy-2-methylbenzonitrile C(C)(C)(C)C1=CC(=C(C#N)C=C1O)C